C(C)N(C1CCOCC1)C=1C(=C(C(=O)O)C=C(C1)C1=CC=C2C(=C1)NC(C21CCOCC1)=O)C (Ethyl-(tetrahydro-2H-pyran-4-yl)amino)-2-methyl-5-(2-oxo-2',3',5',6'-tetrahydrospiro[indolin-3,4'-pyran]-6-yl)benzoic acid